NC1=C(C=CC2=CC=CC=C12)N=NC=1C=NC(=CC1)C1=CC(=CC=C1)C(F)(F)F 4-Amino-3-[6-(3-trifluoromethylphenyl)pyridin-3-ylazo]naphthalin